Cl.O=C1NC(CCC1N1C(C2=CC=CC(=C2C1=O)OCCNC)=O)=O 2-(2,6-dioxo-3-piperidyl)-4-[2-(methylamino)ethoxy]isoindoline-1,3-dione hydrochloride